(5-Cyclopropylnaphthalen-1-yl)-4-fluoro-3-(2-hydroxyethoxy)benzamide tert-butyl-4-[(E)-3-methoxy-3-oxo-prop-1-enyl]benzoate C(C)(C)(C)OC(C1=CC=C(C=C1)\C=C\C(=O)OC)=O.C1(CC1)C1=C2C=CC=C(C2=CC=C1)C1=C(C(=O)N)C=CC(=C1OCCO)F